5-(5-(4-chlorophenyl)-1-propionyl-4,5-dihydro-1H-pyrazol-3-yl)-4-methylthieno[2,3-b]pyridin-6(7H)-one ClC1=CC=C(C=C1)C1CC(=NN1C(CC)=O)C1=C(C2=C(NC1=O)SC=C2)C